The molecule is an acyl-CoA(4-) arising from deprotonation of the phosphate and diphosphate OH groups of (S)-3-hydroxyhexanoyl-CoA; major species at pH 7.3. It is a conjugate base of a (S)-3-hydroxyhexanoyl-CoA. CCC[C@@H](CC(=O)SCCNC(=O)CCNC(=O)[C@@H](C(C)(C)COP(=O)([O-])OP(=O)([O-])OC[C@@H]1[C@H]([C@H]([C@@H](O1)N2C=NC3=C(N=CN=C32)N)O)OP(=O)([O-])[O-])O)O